NC=1C(=CC2=C(O[C@@H](C(N2CC2=CC=CC=C2)=O)C)N1)C#N (3R)-6-amino-1-benzyl-3-methyl-2-oxo-3H-pyrido[2,3-b][1,4]oxazine-7-carbonitrile